3-Chloro-8-iodobenzo[4,5]imidazo[1,2-a]pyridine ClC1=CC=2N(C=C1)C1=C(N2)C=CC(=C1)I